C(#N)C1=CC=C2C(=C(C(N(C2=C1)C)=O)C(=O)NCC1=CC=C(C=C1)F)C 7-Cyano-N-[(4-fluorophenyl)-methyl]-1,4-dimethyl-2-oxo-1H-quinoline-3-carboxylic acid amide